C(C=C)(=O)N1C(OC[C@@H]1CC1=CC=CC=C1)=O (S)-3-acryloyl-4-benzyloxazolidin-2-one